di-aminobutyryl-benzamide diacetate C(C)(=O)O.C(C)(=O)O.NC(CCC(=O)C1=C(C(=O)N)C=CC=C1)N